alpha-hydroxybehenic acid OC(C(=O)O)CCCCCCCCCCCCCCCCCCCC